ClC1=C(C=CC(=C1)F)[C@@H]1N(CCC1)C=1C(=C(C(=O)N[C@H](C)\C=C\S(=O)(=O)C)C=CC1)F ((R)-2-(2-Chloro-4-fluorophenyl)pyrrolidin-1-yl)-2-fluoro-N-((R,E)-4-(methylsulfonyl)but-3-en-2-yl)benzamide